N1=CN=CC(=C1)[C@H](CC)NC(=O)C1=CC=2C3=C(C=NC2C=N1)C=NN3 N-((1S)-1-(5-pyrimidinyl)propyl)-1H-pyrazolo[4,3-c][1,7]naphthyridine-8-carboxamide